2-Oxaspiro[3.5]non-6-en-7-yl triflate O(S(=O)(=O)C(F)(F)F)C1=CCC2(COC2)CC1